C[C@@H]1C[C@@H](CC1)C CIS-1,3-DIMETHYLCYCLOPENTANE